OC1=C2C(O[C@H](CCCC(CCC/C=C/C2=CC(=C1)O)=O)C)=O (2e,11s)-15,17-dihydroxy-11-methyl-12-oxabicyclo[12.4.0]octadecane-1(18),2,14,16-tetraene-7,13-dione